C(=O)(O)C(C=1C(NC(N([C@H]2[C@H](O)[C@H](O)[C@@H](CO)O2)C1)=O)=O)O 5-(carboxyhydroxylmethyl)uridine